N-(3,5-dimethoxyphenyl)-5-methyl-2-(trifluoromethyl)[1,2,4]triazolo[1,5-a]pyrimidin-7-amine COC=1C=C(C=C(C1)OC)NC1=CC(=NC=2N1N=C(N2)C(F)(F)F)C